CCCCCCC=C(CC)B1OC(C)(C)C(C)(C)O1 Dec-7-ene-8-boronic acid pinacol ester